C(C)(C)(C)OOC(CC(CC(C)C)(C)C)(OOC(C)(C)C)Cl 1,1-bis(tert-butylperoxy)-3,3,5-trimethylchlorohexane